1-((2-(methylthio)prop-2-yl)sulfonyl)-2-(5-(p-tolyl)-1H-imidazol-2-yl)piperidine 2-hexyldecyl-4-((3-((8-methylnonyl)oxy)-3-oxopropyl)thio)-2-((3-morpholinopropyl)carbamoyl)butanoate C(CCCCC)C(COC(C(CCSCCC(=O)OCCCCCCCC(C)C)C(NCCCN1CCOCC1)=O)=O)CCCCCCCC.CSC(C)(C)S(=O)(=O)N1C(CCCC1)C=1NC(=CN1)C1=CC=C(C=C1)C